2-(6-Chloro-benzothiazol-2-ylamino)-1-methyl-1H-benzoimidazole-5-carboxylic acid (3-morpholin-4-yl-propyl)-amide N1(CCOCC1)CCCNC(=O)C1=CC2=C(N(C(=N2)NC=2SC3=C(N2)C=CC(=C3)Cl)C)C=C1